N-(1'-(6-(((1R,3S)-3-fluorocyclopentyl)oxy)-4-methylpyridin-2-yl)-1',2'-dihydrospiro[cyclopropane-1,3'-pyrrolo[3,2-c]pyridin]-6'-yl)acetamide F[C@@H]1C[C@@H](CC1)OC1=CC(=CC(=N1)N1CC2(C=3C=NC(=CC31)NC(C)=O)CC2)C